1-Benzyl-3-methyl-3,7-dihydro-purine-2,6-dione C(C1=CC=CC=C1)N1C(N(C=2N=CNC2C1=O)C)=O